2-(3-((4-(methylthio)-1H-indol-5-yl)oxy)phenyl)-1H-imidazole-5-carbaldehyde CSC1=C2C=CNC2=CC=C1OC=1C=C(C=CC1)C=1NC(=CN1)C=O